N-(1-isopropyl-3-(pyridin-2-yl)-1H-pyrazol-4-yl)-2-(1H-pyrazol-4-yl)thiazole-4-carboxamide C(C)(C)N1N=C(C(=C1)NC(=O)C=1N=C(SC1)C=1C=NNC1)C1=NC=CC=C1